4-amino-3,3-dimethylbutyltriethoxysilane NCC(CC[Si](OCC)(OCC)OCC)(C)C